2-thia-8-azabicyclo[3.3.0]octa-1(5),3,6-triene C1=2SC=CC2C=CN1